CC=1N=C(C2=C(N1)C=NC=N2)N 2-methylpyrimido[5,4-d]pyrimidin-4-amine